BrC1=C(C=C(C=2N(N=NC21)C)C2CC2)Cl 4-bromo-5-chloro-7-cyclopropyl-1-methyl-1,2,3-benzotriazole